CN1N=CC(=C1)C=1C=C2C(=NC1)NC=C2C2=CC=1N(C=C2)N=CC1C(=O)N1CCCCC1 (5-(5-(1-methyl-1H-pyrazol-4-yl)-1H-pyrrolo[2,3-b]pyridin-3-yl)pyrazolo[1,5-a]pyridin-3-yl)(piperidin-1-yl)methanone